C(C1=CC=CC=C1)C1=C(C=CC=2N3C(COCC21)=NN=C3C)Cl 7-benzyl-8-chloro-1-methyl-4H,6H-benzo[e][1,2,4]triazolo[3,4-c][1,4]oxazepine